OC(CNC1CCC2(CNC2)CC1)(C)C 7-((2-hydroxy-2-methylpropyl)amino)-2-azaspiro[3.5]nonane